N-[3-ethylsulfonyl-4-[3-methyl-6-(trifluoromethyl)imidazo[4,5-c]pyridin-2-yl]phenyl]-N-methyl-acetamide C(C)S(=O)(=O)C=1C=C(C=CC1C1=NC2=C(C=NC(=C2)C(F)(F)F)N1C)N(C(C)=O)C